5-fluoro-N-(2-fluoro-6-methylphenyl)-4-[3-methyl-5-oxo-4-(propan-2-yl)-4,5-dihydro-1H-1,2,4-triazol-1-yl]-2-{[(2S)-1,1,1-trifluoropropan-2-yl]oxy}benzamide lithium nickel cobalt nickel [Ni].[Co].[Ni].[Li].FC=1C(=CC(=C(C(=O)NC2=C(C=CC=C2C)F)C1)O[C@H](C(F)(F)F)C)N1N=C(N(C1=O)C(C)C)C